OC1=C(C(=O)O)C(=CC(=C1C\C=C(\CCC)/C)O)CCCCC (E)-2,4-dihydroxy-3-(3-methylhex-2-en-1-yl)-6-pentylbenzoic acid